N-(2-(Dimethylamino)Ethyl)-4-[18F]Fluorobenzamide CN(CCNC(C1=CC=C(C=C1)[18F])=O)C